FC=1C=2N(C=C(C1)C1=CC=3N=CN(C(C3S1)=O)[C@H]1C[C@@H](N(CC1)C(=O)OC(C)(C)C)C)C=C(N2)C tert-butyl (trans)-4-(6-{8-fluoro-2-methylimidazo[1,2-a]pyridin-6-yl}-4-oxothieno[3,2-d]pyrimidin-3-yl)-2-methylpiperidine-1-carboxylate